N1N=NC2=C1C=C(C=C2)C(=O)N 1H-benzo[d][1,2,3]triazole-6-carboxamide